C(C)(C)(C)C=1SC(=CN1)C(=O)NCC1=C(C=C(C=C1)C1=C2NC(=NC2=NC=N1)N1CCOCC1)C 4-(6-(4-((2-(tert-Butyl)thiazol-5-carboxamido)methyl)-3-methylphenyl)-7H-purin-8-yl)morpholin